ls-2-(4-(4-(dimethylamino)piperidin-1-yl)-2-methoxyphenyl)-N4-(2-(isopropylsulfonyl)phenyl)-7H-pyrrolo[2,3-d]Pyrimidine-2,4-diamine CN(C1CCN(CC1)C1=CC(=C(C=C1)C1(N=C(C2=C(N1)NC=C2)NC2=C(C=CC=C2)S(=O)(=O)C(C)C)N)OC)C